ClC1=C(C(N(C=C1)C1=NC=C(C(=C1)N1C(C=C(C=C1C)OCC1=NC=NC=C1)=O)C)=O)C(C)(C)O chloro-3-(2-hydroxypropan-2-yl)-5',6''-dimethyl-4''-((pyrimidin-4-yl)methoxy)-2H,2''H-[1,2':4',1''-terpyridin]-2,2''-dione